CN1C2=C(C=3C=CC=CC13)C1=C(C(N2)=O)C=NC=N1 7-methyl-6,7-dihydro-5H-pyrimido[4',5':4,5]pyrido[2,3-b]indol-5-one